malonitrile C(C(O)CC#N)#N